FC(C=1C(=C(C=CC1)[C@@H](C)NC1=NC=2N(C3=CC(=C(C=C13)OC1COCC1)OC)C=CN2)F)F N-((R)-1-(3-(difluoromethyl)-2-fluorophenyl)ethyl)-8-methoxy-7-((tetrahydrofuran-3-yl)oxy)imidazo[1,2-a]Quinazolin-5-amine